7-chloro-3-(2,6-difluorophenyl)imidazo[1,2-b]pyridazine ClC1=CC=2N(N=C1)C(=CN2)C2=C(C=CC=C2F)F